N-cyclopentyl-4-methyl-2-(piperazin-1-yl)benzo[d]thiazole-6-carboxamide C1(CCCC1)NC(=O)C1=CC2=C(N=C(S2)N2CCNCC2)C(=C1)C